OC1=C(C=CC=C1)N(CC(=O)O)CC(=O)O N-(o-hydroxyphenyl)iminodiacetic acid